1-(5-bromo-1H-pyrazole-3-carbonyl)piperidine BrC1=CC(=NN1)C(=O)N1CCCCC1